4-chloro-7-(4-fluorobenzyl)-7H-pyrrolo[2,3-d]Pyrimidine ClC=1C2=C(N=CN1)N(C=C2)CC2=CC=C(C=C2)F